N1=C(C=NC=C1)C=1C(=NC=CN1)C(C)NC(C1=CC(=CC(=C1)S(=O)(=O)C(F)(F)F)C(F)(F)F)=O N-[1-(3-pyrazin-2-ylpyrazin-2-yl)ethyl]-3-(trifluoromethyl)-5-(trifluoromethylsulfonyl)benzamide